CC(C(=O)C1=CC=C(C=C1)SC)(C)N1CCOCC1 2-methyl-1-[4-(methylthio)phenyl]-2-(4-morpholinyl)-propan-1-one